C(#N)CC1=CC(=C(C=C1F)NS(=O)(=O)C1=CNC=2C(N(C=CC21)C)=O)F N-(4-(cyanomethyl)-2,5-difluorophenyl)-6-methyl-7-oxo-6,7-dihydro-1H-pyrrolo[2,3-c]pyridine-3-sulfonamide